6-(sec-butoxy)-2-(1-(fluoromethyl)-2-oxabicyclo[2.1.1]hexan-4-yl)-2H-pyrazolo[3,4-b]pyridine-5-carboxylic acid C(C)(CC)OC=1C(=CC=2C(N1)=NN(C2)C21COC(C2)(C1)CF)C(=O)O